N-((1-(4-bromopyridin-2-yl)-1H-1,2,3-triazol-4-yl)methyl)-2-(4-(methylsulfonyl)phenyl)thiazole-4-carboxamide BrC1=CC(=NC=C1)N1N=NC(=C1)CNC(=O)C=1N=C(SC1)C1=CC=C(C=C1)S(=O)(=O)C